COC1=C(C=NC(=C1)N1C=NC(=C1)C)C=O 4-methoxy-6-(4-methyl-1H-imidazol-1-yl)pyridine-3-carbaldehyde